1-(indolizin-1-yl)butan-2-amine C=1(C=CN2C=CC=CC12)CC(CC)N